COC1=C(C=CC=C1)C1=NOC(N1)=O 3-(2-methoxyphenyl)-1,2,4-oxadiazol-5(4H)-one